pyrazolo[1,5-a]Pyrimidine-3-amine trifluoroacetate salt FC(C(=O)O)(F)F.N1=CC(=C2N1C=CC=N2)N